tetraphenylporphine iron(III) chloride [Fe](Cl)(Cl)Cl.C1(=CC=CC=C1)C1=C2C=CC(C(=C3C=CC(=C(C=4C=CC(=C(C5=CC=C1N5)C5=CC=CC=C5)N4)C4=CC=CC=C4)N3)C3=CC=CC=C3)=N2